N-(3-methyl-5-(1-phenylvinyl)-[1,1'-biphenyl]-4-yl)benzamide CC=1C=C(C=C(C1NC(C1=CC=CC=C1)=O)C(=C)C1=CC=CC=C1)C1=CC=CC=C1